N-((2S)-1,1-dicyclopropyl-3-((2-((R)-4-isopropyl-2-oxoimidazolidin-1-yl)-2-(methoxymethyl)-2,3-dihydro-1H-inden-5-yl)amino)-3-oxopropan-2-yl)-1-methyl-1H-pyrazole-5-carboxamide C1(CC1)C([C@@H](C(=O)NC=1C=C2CC(CC2=CC1)(COC)N1C(N[C@@H](C1)C(C)C)=O)NC(=O)C1=CC=NN1C)C1CC1